N1CCNCC1.C[C@H]([C@@H](C)S(=O)(=O)[NH-])CC=C (((2r,3s)-3-methylhex-5-en-2-yl)sulfonyl)amide piperazine salt